nitrospiro[chromene-2,2'-indolin] [N+](=O)([O-])N1C2(CC3=CC=CC=C13)OC1=CC=CC=C1C=C2